2',5'-diethyl[1,1':4',1''-terphenyl]-4,4''-dicarboxylic acid C(C)C1=C(C=C(C(=C1)C1=CC=C(C=C1)C(=O)O)CC)C1=CC=C(C=C1)C(=O)O